1-(9Z-tetradecenoyl)-2-(8Z,11Z,14Z-eicosatrienoyl)-glycero-3-phosphoserine CCCCC/C=C\C/C=C\C/C=C\CCCCCCC(=O)O[C@H](COC(=O)CCCCCCC/C=C\CCCC)COP(=O)(O)OC[C@@H](C(=O)O)N